(R)-tert-butyl 4-cyclopropyl-2-(hydroxymethyl)indoline-1-carboxylate C1(CC1)C1=C2C[C@@H](N(C2=CC=C1)C(=O)OC(C)(C)C)CO